C(=O)O.N1CC(C1)N1CCCC2=CC(=CC(=C12)C1=C2C(=NC=C1)C=C(S2)CN2C(CCC2=O)=O)C#N 1-(azetidin-3-yl)-8-[2-[(2,5-dioxopyrrolidin-1-yl)methyl]thieno[3,2-b]pyridin-7-yl]-3,4-dihydro-2H-quinoline-6-carbonitrile, formic acid salt